C(C)(C)(C)OC(=O)N1CCN(CCC1)C1=NC=C(C=N1)OC1=NC(=CC(=C1)CN1CC[C@H]2C([C@H]2CC1)C(=O)OCC)C1=CC(=CC(=C1)Cl)Cl (1R,7S,8r)-ethyl 4-((2-((2-(4-(tert-butoxycarbonyl)-1,4-diazepan-1-yl)pyrimidin-5-yl)oxy)-6-(3,5-dichlorophenyl)pyridin-4-yl)methyl)-4-azabicyclo[5.1.0]octane-8-carboxylate